2-((2,5-difluorobenzyl)oxy)6-(piperidin-4-yl)pyridine FC1=C(COC2=NC(=CC=C2)C2CCNCC2)C=C(C=C1)F